O1CCCCC1 (2S,3R,4S,5R)-tetrahydro-2H-pyran